C(C(=O)CC(=O)[O-])C(=O)/C=C\C(=O)[O-] 4-Maleyl-acetoacetate